(2,6-difluorophenyl)-4-((4-((tetrahydro-2H-thiopyran-4-yl)oxy)phenyl)amino)pyridazine-3-carboxamide FC1=C(C(=CC=C1)F)C=1C(=C(N=NC1)C(=O)N)NC1=CC=C(C=C1)OC1CCSCC1